1,1-bis[4-(2-hydroxy-3-acryloxypropoxy)phenyl]indane OC(COC1=CC=C(C=C1)C1(CCC2=CC=CC=C12)C1=CC=C(C=C1)OCC(COC(C=C)=O)O)COC(C=C)=O